N-(1-Benzyl-2-oxopyrrolidin-3-yl)-2-ethynyl-N-(3-methoxy-5-(trifluoromethoxy)phenyl)thiazole-4-carboxamide C(C1=CC=CC=C1)N1C(C(CC1)N(C(=O)C=1N=C(SC1)C#C)C1=CC(=CC(=C1)OC(F)(F)F)OC)=O